P(=O)(O)(O)O.P(=O)(O)(O)O.OCC(=O)[C@@H](O)[C@H](O)[C@H](O)CO Fructose Bisphosphate